(ethylsulfonyl)piperazin C(C)S(=O)(=O)N1CCNCC1